FC(OC=1C=C(C=C2C(=NNC12)NC(C1=CC=C(C=C1)F)=O)C)F N-(7-(difluoromethoxy)-5-methyl-1H-indazol-3-yl)-4-fluorobenzamide